N-phenyl-N'-cyclohexylthiourea C1(=CC=CC=C1)NC(=S)NC1CCCCC1